FC1=CC=C(C=C1)[C@H]1N(CC[C@H](C1)NC)C(=O)N1CC2(CCCC2)[C@@H](CC1)CN1C(C=C(C=C1)C1=C(C=CC=C1)OC)=O 1-(((R)-7-((2S,4R)-2-(4-Fluorophenyl)-4-(methylamino)piperidine-1-carbonyl)-7-azaspiro[4.5]decan-10-yl)methyl)-4-(2-methoxyphenyl)pyridin-2(1H)-one